2-((2-aminoethyl)-thio)ethanol NCCSCCO